ClC=1C(=NC(=NC1)NC=1C=NC=2CCNCC2C1)C1=CC2=C(N(C=N2)C)C=C1 N-(5-chloro-4-(1-methyl-1H-benzo[d]imidazol-5-yl)pyrimidin-2-yl)-5,6,7,8-tetrahydro-1,6-naphthyridin-3-amine